ClC1=C(C(=O)NCC2[C@@H]3CN(C[C@H]23)C2=NC=C(C=C2)C=2C=3N(C=C(C2)OCC(C)(C)O)N=CC3C#N)C(=CC=C1)F 2-chloro-N-(((1R,5S,6s)-3-(5-(3-cyano-6-(2-hydroxy-2-methylpropoxy)pyrazolo[1,5-a]pyridin-4-yl)pyridin-2-yl)-3-azabicyclo[3.1.0]hexan-6-yl)methyl)-6-fluorobenzamide